6-(1H-pyrazolo[4,3-c]pyridin-3-yl)-2-(6-methylpyridin-2-yl)-9H-purine N1N=C(C=2C=NC=CC21)C2=C1N=CNC1=NC(=N2)C2=NC(=CC=C2)C